CC1=CNC2=NC=C(C=C21)C=2C=C1CCN(CC1=C(C2)[C@H]2N(CCC2)C(=O)OC(C)(C)C)C(=O)C=2C(=NN(C2)C)C(F)(F)F tert-Butyl (S)-2-[6-(3-methyl-1H-pyrrolo[2,3-b]pyridin-5-yl)-2-[1-methyl-3-(trifluoro Methyl)pyrazole-4-carbonyl]-3,4-dihydro-1H-isoquinolin-8-yl]pyrrolidine-1-carboxylate